undecane-1,11-dioic acid C(CCCCCCCCCC(=O)O)(=O)O